C1(C=CC(C1)=O)=O cyclopentene-1,4-dione